(5-FORMYL-2-METHOXYPHENOXY)ACETIC ACID C(=O)C=1C=CC(=C(OCC(=O)O)C1)OC